[N+](=[N-])=CC(CC[C@@H](C(=O)OC(C)C)NC([C@H](CC1=CNC2=C(C=CC=C12)F)OC)=O)=O isopropyl (S)-6-diazo-2-((S)-3-(7-fluoro-1H-indol-3-yl)-2-methoxypropanamido)-5-oxohexanoate